CC1OC(CN(C1)C1=NC2=CC=C(C=C2C=C1)N)C 2-(2,6-dimethylmorpholino)quinolin-6-amine